tert-butyl N-[2-(N-methylformamido)ethyl]carbamate CN(C=O)CCNC(OC(C)(C)C)=O